2-(methylthio)-8-(trifluoromethyl)-9H-purin-6-amine CSC1=NC(=C2N=C(NC2=N1)C(F)(F)F)N